ClC1=CC2=C(C=C3N2C(=NN(C3=O)CC(=O)N[C@H]3COCCC3)C(C)C)S1 (R)-2-(2-chloro-5-isopropyl-8-oxothieno[2',3':4,5]pyrrolo[1,2-d][1,2,4]triazin-7(8H)-yl)-N-(tetrahydro-2H-pyran-3-yl)acetamide